2-[3-cis-(trifluoromethoxy)cyclopentyloxy]acetamide FC(OC1(CCCC1)OCC(=O)N)(F)F